C(C)(C)(C)C=1SC(=CN1)C(=O)NCC#CC1=NN2C(C=CC=C2N[C@H]2[C@H](CN(CC2)C)F)=C1CC(F)(F)F 2-tert-butyl-N-[3-(7-{[(3S,4R)-3-fluoro-1-methylpiperidin-4-yl]amino}-3-(2,2,2-trifluoroethyl)pyrazolo[1,5-a]pyridin-2-yl)prop-2-yn-1-yl]-1,3-thiazole-5-carboxamide